C(#N)C(=C(C1=C(SC(=C1C)C)C)C#N)C1=C(SC(=C1C)C)C 1,2-dicyano-1,2-bis(2,4,5-trimethyl-3-thienyl)ethylene